[Br-].C(CCCCCCCCCCCCC)[NH+](CC(O)O)C tetradecylmethyldihydroxyethylammonium bromide